isopropyl (S)-α-hydroxyphenylacetate O[C@H](C(=O)OC(C)C)C1=CC=CC=C1